C(C)(C)C1=C(NC2=CC=C(C=C12)C1CCC(CC1)OC1CCNCC1)C1=C2C(=NC=C1)NN=C2 4-(3-Isopropyl-5-(4-(piperidin-4-yloxy)cyclohexyl)-1H-indol-2-yl)-1H-pyrazolo[3,4-b]pyridin